(2-(methylsulfonamido)ethyl)-5-(2-nitrophenyl)-2-(4-(trifluoromethyl)phenyl)oxazole-4-carboxamide CS(=O)(=O)NCCNC(=O)C=1N=C(OC1C1=C(C=CC=C1)[N+](=O)[O-])C1=CC=C(C=C1)C(F)(F)F